C(CCCCCCC)C1(C2=CC=CC=C2C=2C=CC=CC12)CCCCCCCC 9,9-Di-n-octyl-fluorene